methyl 4-[difluoro-[1-(6-nitro-3-pyridyl)-4-piperidyl]methyl]-benzoate FC(C1=CC=C(C(=O)OC)C=C1)(C1CCN(CC1)C=1C=NC(=CC1)[N+](=O)[O-])F